5-(4-aminophenyl)-3-methyloxazolidin NC1=CC=C(C=C1)C1CN(CO1)C